N1(N=CC=C1)CC=1C(=NC(=NC1)C(=O)NS(=O)(=O)C1=C(C=C(C=C1OC)OC)OC)OC 5-((1H-pyrazol-1-yl)methyl)-4-methoxy-N-((2,4,6-trimethoxyphenyl)sulfonyl)pyrimidine-2-carboxamide